NC(CC1=C(C(=O)O)C=C(C(=N1)S)S)C(=O)O 2-(2-amino-2-carboxyethyl)dimercaptonicotinic acid